FC(CC)(F)C=1N=C2N(N1)[C@@H](C[C@@H]2F)C2=CC=CC=C2 Cis-2-(1,1-difluoropropyl)-7-fluoro-5-phenyl-6,7-dihydro-5H-pyrrolo[1,2-b][1,2,4]triazole